N1CC(=CC=C1)C(=O)N 1,2-dihydropyridin-3-carboxamide